3-amino-N-((R)-7-((3S,4S)-3-amino-4-methoxypyrrolidin-1-yl)-5,8-difluorochroman-3-yl)-6-methylthieno[2,3-b]pyridine-2-carboxamide NC1=C(SC2=NC(=CC=C21)C)C(=O)N[C@H]2COC1=C(C(=CC(=C1C2)F)N2C[C@@H]([C@H](C2)OC)N)F